benzyl (3,5-difluoro-4-{[3-(3-fluorooxetan-3-yl)-1-{[2-(trimethylsilyl)ethoxy]methyl}-1H-pyrrolo[2,3-b]pyridin-4-yl]oxy}phenyl)carbamate FC=1C=C(C=C(C1OC1=C2C(=NC=C1)N(C=C2C2(COC2)F)COCC[Si](C)(C)C)F)NC(OCC2=CC=CC=C2)=O